Cl.FC1=C(C=CC(=C1)C(NC)=O)C=1N=C2SC3=C(N2C1)C=C(C(=C3)C(=O)NCCCN3CCC(CC3)F)OC (2-fluoro-4-(methylcarbamoyl)phenyl)-N-(3-(4-fluoropiperidin-1-yl)propyl)-6-methoxybenzo[d]imidazo[2,1-b]thiazole-7-carboxamide hydrochloride